C1(C=CC=C1)CCC1C=CC=C1 1,2-bis(cyclopentadienyl)ethane